CC[C@@H]1[C@@]([C@H]2[C@H]([C@H]([C@@H](C[C@@]([C@@H]([C@H]([C@@H]([C@H](C(=O)O1)C)O[C@H]3C[C@@]([C@H]([C@@H](O3)C)O)(C)OC)C)O[C@H]4[C@@H]([C@H](C[C@H](O4)C)N(C)C)O)(C)O)C)N[C@H](O2)COCCOC)C)(C)O The molecule is the hemi-aminal resulting from the condensation of the erythromycin derivative (9S)-erythromycyclamine with 2-(2-methoxyethoxy)acetaldehyde. As the oxazine ring containing the hemi-aminal group is unstable under both acidic and alkaline conditions, dirithromycin functions as a more lipid-soluble prodrug for (9S)-erythromycyclamine. Administered as enteric coated tablets to protect it from acid catalysed hydrolysis in the stomach, it is used to treat respiratory tract, skin, and soft tissue infections caused by susceptible organisms. It has a role as a prodrug.